CC1=NC(=C(C(=N1)O[C@@H](C)C1=CC=C(C(=O)O\N=C(\C2CC2)/N)C=C1)C)C [(Z)-[amino(cyclopropyl)methylene]amino] 4-[(1S)-1-(2,5,6-trimethylpyrimidin-4-yl)oxyethyl]benzoate